2-(4-(2-((1-methyl-1H-indazol-3-yl)amino)-2-oxoethyl)phenoxy)nicotinamide CN1N=C(C2=CC=CC=C12)NC(CC1=CC=C(OC2=C(C(=O)N)C=CC=N2)C=C1)=O